FC1=C(C(=CC=C1)F)C1=C(C(=CC2=C1C(=NO2)N2C(N1C(=C2)C([C@@H](C1)NS(=O)(=O)CC)(F)F)=O)F)F N-{(6R)-2-[4-(2,6-difluorophenyl)-5,6-difluoro-1,2-benzoxazol-3-yl]-7,7-difluoro-3-oxo-2,5,6,7-tetrahydro-3H-pyrrolo[1,2-c]imidazol-6-yl}ethanesulfonamide